(R)-N-(2-(4-Cyanothiazolidin-3-yl)-2-oxoethyl)-6-(piperidin-1-yl)quinoline-4-carboxamide C(#N)[C@H]1N(CSC1)C(CNC(=O)C1=CC=NC2=CC=C(C=C12)N1CCCCC1)=O